rel-N-(6-amino-5-ethyl-3-pyridyl)-2-[(2R,5S)-2-[4-(4-ethylpiperazin-1-yl)phenyl]-5-methyl-1-piperidyl]-2-oxo-acetamide NC1=C(C=C(C=N1)NC(C(=O)N1[C@H](CC[C@@H](C1)C)C1=CC=C(C=C1)N1CCN(CC1)CC)=O)CC |o1:12,15|